tert-Butyl 4-(7-bromo-3-methyl-4-oxo-phthalazine-1-carbonyl)piperazine-1-carboxylate BrC1=CC=C2C(N(N=C(C2=C1)C(=O)N1CCN(CC1)C(=O)OC(C)(C)C)C)=O